5-hexenyldimethoxysilane C(CCCC=C)[SiH](OC)OC